bis-diphenylphosphino-isopropylamine C1(=CC=CC=C1)P(C1=CC=CC=C1)N(C(C)C)P(C1=CC=CC=C1)C1=CC=CC=C1